p-ethyl-anisole C(C)C1=CC=C(C=C1)OC